C12(CC(C1)C2)N2N=C(C=1C2=NC(=NC1)Cl)C 1-(bicyclo[1.1.1]pentan-1-yl)-6-chloro-3-methyl-1H-pyrazolo[3,4-d]pyrimidine